FCC1=C2C(=CN(C2=CC=C1)C)S(=O)(=O)C=1C=NC(=CC1C)N1C=NC(=C1)C 4-(Fluoromethyl)-1-methyl-3-[[4-methyl-6-(4-methylimidazol-1-yl)-3-pyridinyl]sulfonyl]indole